[Cl-].C(CCCCCCC)[N+]1=CC(=CC=C1)C 1-octyl-3-methyl-pyridinium chloride